(S)-2-((pyridin-4-ylmethyl)sulfonylamino)-3-(1-(2-(5,6,7,8-tetrahydro-1,8-naphthyridin-2-yl)ethyl)-1H-pyrazole-4-carboxamido)propionic acid N1=CC=C(C=C1)CS(=O)(=O)N[C@H](C(=O)O)CNC(=O)C=1C=NN(C1)CCC1=NC=2NCCCC2C=C1